1-(pyridazin-3-yl)-7-(trifluoromethyl)quinazolin-2,4(1H,3H)-dione N1=NC(=CC=C1)N1C(NC(C2=CC=C(C=C12)C(F)(F)F)=O)=O